ClC1=C(C(=CC=C1)F)N1C(C=2C=C(C=NC2C=C1)F)=O 6-(2-chloro-6-fluorophenyl)-3-fluoro-1,6-naphthyridin-5(6H)-one